n-dodecylchlorodimethoxysilane C(CCCCCCCCCCC)[Si](OC)(OC)Cl